F[P-](F)(F)(F)(F)F.C(C1=CC=CC=C1)(=O)C1=CC=C(C=C1)SC1=CC=C(C=C1)[S+](C1=CC=C(C=C1)F)C1=CC=C(C=C1)F 4-[4'-(benzoyl)phenylthio]phenyl-di-(4-fluorophenyl)sulfonium hexafluorophosphate